C(C)(C)(C)OC(=O)N1CC(CC1)NC(=O)C1=C(C=C2C=NN(C2=C1)CC(C)C)OC1=CC=C(C=C1)F 3-{[5-(4-fluorophenoxy)-1-isobutyl-1H-indazole-6-carbonyl]-amino}-pyrrolidine-1-carboxylic acid tert-butyl ester